tert-Butyl (S)-3-(((R)-1-methylpyrrolidin-3-yl)amino)pyrrolidine-1-carboxylate CN1C[C@@H](CC1)N[C@@H]1CN(CC1)C(=O)OC(C)(C)C